5-isopropyl-5-{4-[4-(3,5,6-trimethylpyridin-2-yl)piperazine-1-carbonyl]phenyl}imidazolidine-2,4-dione C(C)(C)C1(C(NC(N1)=O)=O)C1=CC=C(C=C1)C(=O)N1CCN(CC1)C1=NC(=C(C=C1C)C)C